C(CCCCCCCCC)(=O)OC1CC(N(C(C1)(C)C)OCCCCCCCC)(C)C.C(CCCCCCCCC)(=O)OC1CC(N(C(C1)(C)C)OCCCCCCCC)(C)C bis(2,2,6,6-tetramethyl-1-octyloxy-4-piperidyl) didecanoate